NC1(CCN(CC1)C=1N=C(C2=C(N1)NC=C2C2=C(C1=CN(N=C1C=C2)C2CC2)Cl)C(=O)N)C2=CC=CC=C2 2-(4-amino-4-phenylpiperidin-1-yl)-5-(4-chloro-2-cyclopropyl-2H-indazol-5-yl)-7H-pyrrolo[2,3-d]pyrimidine-4-carboxamide